N1=CC(=CC=C1)C1(CCC1)O 1-(pyridin-3-yl)cyclobutan-1-ol